C(C)(=O)O[C@H]1[C@H](O[C@H]([C@@H]([C@H]1OC(C)=O)N=[N+]=[N-])OC)COC(C)=O (2R,3R,4R,5R,6R)-2-(acetoxymethyl)-5-azido-6-methoxytetrahydro-2H-pyran-3,4-diyl diacetate